FC1=C(C=CC(=C1)F)C=1NC(=NN1)C1CN(C1)C(=O)N1C[C@H](CC1)C1=NC=NN1 [3-[5-(2,4-Difluorophenyl)-4H-1,2,4-triazol-3-yl]azetidin-1-yl]-[(3S)-3-(1H-1,2,4-triazol-5-yl)pyrrolidin-1-yl]methanone